NC1=C(C#N)C(=CC(=N1)C=1C(=C2[C@H](N(C(C2=CC1)=O)C1C(NC(CC1)=O)=O)C)F)C 2-Amino-6-((3R)-2-(2,6-dioxopiperidin-3-yl)-4-fluoro-3-methyl-1-oxoisoindolin-5-yl)-4-methylnicotinonitril